N-((S)-3,3-dimethylbut-2-yl)-2-(2,6-dioxopiperidin-3-yl)-1-oxoisoindoline-5-carboxamide CC([C@H](C)NC(=O)C=1C=C2CN(C(C2=CC1)=O)C1C(NC(CC1)=O)=O)(C)C